(1-(2-(2-chloroquinolin-6-yl)acetyl)piperidin-4-yl)-7-(trifluoromethyl)-1,3-dihydro-2H-benzo[d]imidazol-2-one ClC1=NC2=CC=C(C=C2C=C1)CC(=O)N1CCC(CC1)N1C(NC2=C1C(=CC=C2)C(F)(F)F)=O